C[C@H](CO)COC1=CC2=CC=CC=C2C=C1 (R)-2-Methyl-3-(naphthalen-2-yloxy)propan-1-ol